C(#N)C1=CC(=C(CNC(=O)C=2C=NN(C2)CC=2N=C3N(C=C(C=C3)C3CC3)C2)C(=C1)C)C N-(4-cyano-2,6-dimethylbenzyl)-1-((6-cyclopropylimidazo[1,2-a]pyridin-2-yl)methyl)-1H-pyrazole-4-carboxamide